C(\C=C\C1=CC(O)=C(O)C=C1)=O caffealdehyde